2-(1-(4-((4-(4-ethyl-3-oxopiperazin-1-yl)phenyl)amino)-5-oxo-5,6-dihydropyrimido[4,5-d]pyridazin-2-yl)piperidin-4-yl)acetonitril C(C)N1C(CN(CC1)C1=CC=C(C=C1)NC1=NC(=NC=2C=NNC(C21)=O)N2CCC(CC2)CC#N)=O